C(CCCCCCCC)(=O)Cl nonanoic acid chloride